COC=1C=CC(=C(C1)N(S(=O)(=O)C1CC1)C)[N+](=O)[O-] N-(5-methoxy-2-nitrophenyl)-N-methylcyclopropanesulfonamide